7-{6-(cyclopropyl)-3-[1-(3-methylbutyl)-1H-pyrazol-4-yl]pyridin-2-yl}quinoline C1(CC1)C1=CC=C(C(=N1)C1=CC=C2C=CC=NC2=C1)C=1C=NN(C1)CCC(C)C